4-chloro-3-(p-tolyl)pyridine ClC1=C(C=NC=C1)C1=CC=C(C=C1)C